COC(C1=C(C(=C(C(=C1)OCCNC(=O)OC(C)(C)C)N)C#C[Si](C)(C)C)Cl)=O 4-amino-5-(2-((t-Butoxycarbonyl)amino)ethoxy)-2-chloro-3-((trimethylsilyl)ethynyl)benzoic acid methyl ester